5-{4-[(2,2,2-trifluoroethyl)amino]cyclohex-1-en-1-yl}imidazo[1,5-a]pyrazin-8-amin FC(CNC1CC=C(CC1)C1=CN=C(C=2N1C=NC2)N)(F)F